C1(CC1)C(C)NC(=O)C1=CN=C(O1)C1=CC(=CC=C1)C1=NN(C(=C1)C(NC(C)C1CC1)=O)CCO N-(1-cyclopropylethyl)-2-(3-(5-((1-cyclopropylethyl)carbamoyl)-1-(2-hydroxyethyl)-1H-pyrazol-3-yl)phenyl)oxazole-5-carboxamide